[In].[Hf] Hafnium-Indium